CC1=CC=C(C=C1)OC2=CC=C(C=C2)C 4,4'-oxybis(methylbenzene)